pyrazolo[1,5-a]pyridin-7-yl-methanol N1=CC=C2N1C(=CC=C2)CO